F[C@@H]1CC=2N(C=NC2C(C(NC=2SC=CN2)=O)N2N=C3C(=C(C=C(C3=C2)C)C2=CC=C(C=C2)C2(CC2)CNC(OC(C)(C)C)=O)C)C1 tert-butyl ((1-(4-(2-(1-((R)-6-fluoro-6,7-dihydro-5H-pyrrolo[1,2-c]imidazol-1-yl)-2-oxo-2-(thiazol-2-ylamino)ethyl)-4,7-dimethyl-2H-indazol-6-yl)phenyl)cyclopropyl)methyl)carbamate